FC(C=1N=C(OC1C(=O)N1[C@H](C2=C(CC1)NC=N2)C2=NN1C(C=CC(=C1)F)=C2)C(C)(C)O)F (R)-(4-(difluoromethyl)-2-(2-hydroxypropan-2-yl)oxazol-5-yl)(4-(6-fluoropyrazolo[1,5-a]pyridin-2-yl)-6,7-dihydro-1H-imidazo[4,5-c]pyridin-5(4H)-yl)methanone